NCC1=NNC(C2=C(C=CC=C12)[C@@H]1OCCC1)=O (R)-4-(aminomethyl)-8-(tetrahydrofuran-2-yl)phthalazin-1(2H)-one